3,7,9,9-tetramethyl-2-decene CC(=CC)CCCC(CC(C)(C)C)C